NC1=C(C=C(C=C1)N1CCOCC1)C1=C(C(=NN1COCC[Si](C)(C)C)C)N 5-(2-amino-5-morpholino-phenyl)-3-methyl-1-(2-trimethylsilylethoxymethyl)pyrazol-4-amine